magnesium-thallium [Tl].[Mg]